propanoate trihydrochloride Cl.Cl.Cl.C(CC)(=O)O